COC=1C=C(C=CC1OC)CC1=NN=C(N1CC1=CC=C(C(=O)NO)C=C1)C=1SC=CC1 4-[[3-[(3,4-dimethoxyphenyl)methyl]-5-(2-thienyl)-1,2,4-triazol-4-yl]methyl]benzohydroxamic acid